C(C)(C)(C)C1=CC=C(C=C1)C1=C2C(=NNC2=CC=C1)N 4-(4-(tert-butyl)phenyl)-1H-indazol-3-amine